C(C)OC(=O)C1CN(CCC1CCC)C(=O)OC(C)(C)C 4-Propylpiperidine-1,3-dicarboxylic acid 1-tert-butyl 3-ethyl ester